(Z)-7-(2,4-dioxo-5-(quinolin-3-ylmethylene)thiazolidin-3-yl)heptanoic acid O=C1S\C(\C(N1CCCCCCC(=O)O)=O)=C/C=1C=NC2=CC=CC=C2C1